N[C@]1(CC(CCC1)(C)C)COC=1C=C(C=C(C1C#N)SC)C1=CN=C2N1C(=CC=C2)C#N (R)-3-(3-((1-amino-3,3-dimethylcyclohexyl)methoxy)-4-cyano-5-(methylthio)phenyl)imidazo[1,2-a]pyridine-5-carbonitrile